N-(3-chlorophenyl)-4-nitro-2,1,3-benzoxadiazol-5-amine ClC=1C=C(C=CC1)NC1=C(C=2C(=NON2)C=C1)[N+](=O)[O-]